C(C=C)(=O)N1CC2(C1)CN(CC2)C2=NC(=NC(=C2C#N)C2=C1C=NNC1=CC=C2C)OCCCN(C)C 4-(2-acryloyl-2,6-diazaspiro[3.4]octan-6-yl)-2-(3-(dimethylamino)propoxy)-6-(5-methyl-1H-indazol-4-yl)pyrimidine-5-carbonitrile